2-(4-methoxyphenyl)-3-thiophenyl-4H-chromone COC1=CC=C(C=C1)C=1OC2=CC=CC=C2C(C1C=1SC=CC1)=O